C(CCCCCCCCCCCCCC)OC(CCCCCCCC(CCCCC)CCCCC)=O pentadecyl-9-pentyltetradecanoate